N-(4-((2,6-dioxopiperidin-3-yl)amino)phenyl)-7-oxo-7-(piperidin-1-yl)heptylamide O=C1NC(CCC1NC1=CC=C(C=C1)[N-]CCCCCCC(N1CCCCC1)=O)=O